O1[C@@H](C1)CN1CCC2=C(CC1)C=CC=C2 (R)-3-(oxiran-2-ylmethyl)-2,3,4,5-tetrahydro-1H-benzo[d]azepine